1-benzyl-5-bromo-3-methoxy-1H-indazole C(C1=CC=CC=C1)N1N=C(C2=CC(=CC=C12)Br)OC